ClC=1N=CC2=C(N1)N(C(C=C2)=O)CC2=CC=C(C=C2)C=2N(C=C(N2)C(F)(F)F)C 2-chloro-8-({4-[1-methyl-4-(trifluoromethyl)imidazol-2-yl]phenyl}methyl)pyrido[2,3-d]pyrimidin-7-one